1-(2-chloroethyl)-3-(2-((S)-1-(3,4-difluorophenyl)-6-oxopiperidine-2-yl)-1-((trans)-4-methoxycyclohexyl)-1H-benzo[d]imidazole-5-yl)urea ClCCNC(=O)NC1=CC2=C(N(C(=N2)[C@H]2N(C(CCC2)=O)C2=CC(=C(C=C2)F)F)[C@@H]2CC[C@H](CC2)OC)C=C1